2,4-Dibromo-3,6,8-trichlorophenazin-1-ol BrC1=C(C2=NC3=CC(=CC(=C3N=C2C(=C1Cl)Br)Cl)Cl)O